ethyl 2-[[(2R)-2-(tert-butoxycarbonylamino)-3-phenyl-propionyl] amino]-4,4,4-trifluorobutyrate C(C)(C)(C)OC(=O)N[C@@H](C(=O)NC(C(=O)OCC)CC(F)(F)F)CC1=CC=CC=C1